diethyl-2,4-dimethylpyrazole C(C)C=1C(=C(N(N1)C)CC)C